tert-butyl 2-(6-(7-((4-methyl-3-(methylsulfonyl)benzamido)methyl)-1,6-naphthyridin-2-yl)pyridin-2-yl)-6-oxa-2,9-diazaspiro[4.5]decane-9-carboxylate CC1=C(C=C(C(=O)NCC2=NC=C3C=CC(=NC3=C2)C2=CC=CC(=N2)N2CC3(CC2)OCCN(C3)C(=O)OC(C)(C)C)C=C1)S(=O)(=O)C